(E)-3-(4-chlorophenyl)-1-(5-hydroxy-7-methoxy-2,2-dimethyl-2H-chromen-6-yl)prop-2-en-1-one ClC1=CC=C(C=C1)/C=C/C(=O)C=1C(=C2C=CC(OC2=CC1OC)(C)C)O